(1aR,5aR)-2-(6-Bromo-pyridin-3-yl)-1a,2,5,5a-tetrahydro-1H-2,3-diaza-cyclopropa[a]pentalene-4-carboxylic acid (2-hydroxy-1,1-dimethyl-ethyl)-amide OCC(C)(C)NC(=O)C=1C=2C[C@@H]3[C@H](C2N(N1)C=1C=NC(=CC1)Br)C3